gamma-aminopropyl-titanium NCCC[Ti]